S1C2=C(C=C1)C=C(C=C2)N benzo[b]thiophen-5-amine